methyl 5-[[4-(benzyloxymethyl)cyclohexanecarbonyl]amino]-2-bromo-4-fluoro-benzoate C(C1=CC=CC=C1)OCC1CCC(CC1)C(=O)NC=1C(=CC(=C(C(=O)OC)C1)Br)F